2,3,4-trimethoxybromobenzene COC1=C(C=CC(=C1OC)OC)Br